ethylene glycol 4,4'-biphenyldicarboxylate C1(=CC=C(C=C1)C(=O)O)C1=CC=C(C=C1)C(=O)O.C(CO)O